(R)-2-cyclopropyl-6-methyl-N-(3-(1-(4-methylisoxazol-3-yl)propan-2-yl)phenyl)pyrimidine-4-carboxamide C1(CC1)C1=NC(=CC(=N1)C(=O)NC1=CC(=CC=C1)[C@@H](CC1=NOC=C1C)C)C